(4R)-2-(4-dihydroxyborylbutyl)-4-hydroxypyrrolidine-2-carboxylic acid OB(CCCCC1(NC[C@@H](C1)O)C(=O)O)O